C1(=CC=CC2=CC=CC=C12)[SiH](Cl)Cl naphthyl-dichlorosilane